methyl 3-(benzyloxy)-5-fluoro-4-nitrobenzoate C(C1=CC=CC=C1)OC=1C=C(C(=O)OC)C=C(C1[N+](=O)[O-])F